3-aminopropyl-3-aminopropyldiethyl-ethoxysilane NCCCC(C)O[Si](CC)(CC)CCCN